C(CCC(=O)[O-])(=O)OCCOC(C(=C)C)=O mono[2-[(2-methyl-acryloyl) oxy] ethyl] succinate